(5'S,7a'R)-1-(2-fluorobenzoyl)-5'-(2-fluorophenyl)tetrahydro-3'H-spiro[piperidine-4,2'-pyrrolo[2,1-b]oxazol]-3'-one FC1=C(C(=O)N2CCC3(C(N4[C@H](O3)CC[C@H]4C4=C(C=CC=C4)F)=O)CC2)C=CC=C1